5-((1-((cyclohexylmethyl)sulfonyl)piperidin-4-yl)methoxy)-2-(isoindolin-2-ylmethyl)-4H-pyran-4-one C1(CCCCC1)CS(=O)(=O)N1CCC(CC1)COC=1C(C=C(OC1)CN1CC2=CC=CC=C2C1)=O